CC(C)(C)[Si](OC[C@H]1NC([C@H]2N(C1)CCC2)=O)(C)C (3S,8aS)-3-({[(1,1-Dimethylethyl)(dimethyl)silyl]oxy}methyl)hexahydropyrrolo[1,2-a]pyrazin-1(2H)-one